ClC1=C(C(C=2C=CC=NC2C1=O)=O)NC1=C(C=C(C=C1O)N1CCN(CC1)C)F 7-Chloro-6-((2-fluoro-6-hydroxy-4-(4-methylpiperazin-1-yl)phenyl)amino)chinolin-5,8-dion